FC=1C(=C(C=NC1)C=1C=C/2C(=CN1)NC(\C2=C(\C)/NC=2C=NN(C2)C)=O)C (Z)-5-(5-Fluoro-4-methylpyridin-3-yl)-3-(1-((1-methyl-1H-pyrazol-4-yl)amino)ethylidene)-1H-pyrrolo[2,3-c]pyridin-2(3H)-one